(Z)-N-(1,3-thiazinan-2-ylidene)-1-((2-(trimethylsilyl)ethoxy)methyl)-1H-pyrrolo[2,3-b]pyridine-3-carboxamide S1\C(\NCCC1)=N/C(=O)C1=CN(C2=NC=CC=C21)COCC[Si](C)(C)C